C[C@]1(NC(NC1=O)=O)CC1CCC(CC1)NC(OC(C)(C)C)=O tert-Butyl ((1s,4s)-4-((4-methyl-2,5-dioxoimidazolidin-4-yl)methyl)cyclohexyl)carbamate